aluminum tris(4-methyl-8-quinolinol) CC1=CC=NC2=C(C=CC=C12)O.CC1=CC=NC2=C(C=CC=C12)O.CC1=CC=NC2=C(C=CC=C12)O.[Al]